FCCCC 1-fluoro-butane